FC1=CC=C(C=C1)C1=CNC2=CC=C(C=C12)C(=O)N[C@@H]1C(N(C2=C(OC1)C=CC=C2)C)=O (S)-3-(4-fluorophenyl)-N-(5-methyl-4-oxo-2,3,4,5-tetrahydrobenzo[b][1,4]oxazepin-3-yl)-1H-indole-5-carboxamide